COC[C@H](C(=O)N[C@@H](CCOC1=CC=CC=C1)B(O)O)NC(=O)C1=NC(=NC=C1)C(F)(F)F ((R)-1-((R)-3-methoxy-2-(2-(trifluoromethyl)pyrimidine-4-carboxamido)propanamido)-3-phenoxypropyl)boronic acid